diethyl 4-cyclopropyl-1-{2-[3-fluoro-4-(trifluoromethyl)phenyl]-2-oxoethyl}-1H-pyrazole-3,5-dicarboxylate C1(CC1)C=1C(=NN(C1C(=O)OCC)CC(=O)C1=CC(=C(C=C1)C(F)(F)F)F)C(=O)OCC